8-hydroxy-2-(di-n-propylamino)tetralin Ethyl-2-chloro-5-oxo-7H-benzimidazolo[1,2-a][1,6]naphthyridine-6-carboxylate C(C)OC(=O)C1=C2N(C=3C=C(N=CC3C1=O)Cl)C1=C(N2)C=CC=C1.OC=1C=CC=C2CCC(CC12)N(CCC)CCC